COC1=C(CN(S(=O)(=O)C2=C(C=C(C=C2)N2C[C@](CCC2)(CCC2=CC(=CC=C2)C(F)(F)F)N(C)C)F)C2=NC=NC=C2)C=CC(=C1)OC (R)-N-(2,4-Dimethoxybenzyl)-4-(3-(dimethylamino)-3-(3-(trifluoromethyl)phenethyl)-piperidin-1-yl)-2-fluoro-N-(pyrimidin-4-yl)benzenesulfonamide